2-bromo-1,3,2-benzodioxaborolan BrB1OC2=C(O1)C=CC=C2